ClC=1C(=C(CNC2CC2)C=CC1)F N-(3-chloro-2-fluorobenzyl)cyclopropylamine